[(1S,2R)-2-phenylcyclohexyl]chromane-2-carboxamide C1(=CC=CC=C1)[C@H]1[C@H](CCCC1)C1(OC2=CC=CC=C2CC1)C(=O)N